ClC1=NC(=C(C(=O)N2CCC(CC2)=O)C=C1)C 1-(6-chloro-2-methylnicotinoyl)piperidin-4-one